benzylspiro[cyclopenta[b]pyridine-6,4'-piperidine] C(C1=CC=CC=C1)N1CCC2(CC1)C=C1C(N=CC=C1)=C2